N1=NC(=CC2=C1C1=C(CCC2)C=CC=C1)N1N=C(N=C1NC1=CC(=C(C=C1)N1C(CN(CC1)C)C1CCNCC1)F)N 1-(6,7-dihydro-5H-benzo[6,7]cyclohepta[1,2-c]pyridazin-3-yl)-N5-(3-fluoro-4-(4-N-methylpiperid-4-ylpiperazinyl)phenyl)-1H-1,2,4-triazole-3,5-diamine